2,4-dichloro-1-aminobenzene ClC1=C(C=CC(=C1)Cl)N